tert-butyl 4-[4-[[(3S)-2,6-dioxo-3-piperidyl]amino]phenyl]piperidine-1-carboxylate O=C1NC(CC[C@@H]1NC1=CC=C(C=C1)C1CCN(CC1)C(=O)OC(C)(C)C)=O